(4R,5S)-4-(5-chlorofuran-2-yl)-1,3-bis(2,4-difluorophenyl)-5-methyl-N-(((R)-4-methylmorpholin-2-yl)methyl)-4,5-dihydro-1H-pyrazole-5-carboxamide ClC1=CC=C(O1)[C@H]1C(=NN([C@@]1(C(=O)NC[C@@H]1CN(CCO1)C)C)C1=C(C=C(C=C1)F)F)C1=C(C=C(C=C1)F)F